[N+](=O)([O-])C(=CC=1C2=C(SC1)C=CC=C2)C 3-(2-nitroprop-1-en-1-yl)benzo[b]thiophene